C(C)C(C=O)C(CC)C 2-ethyl-3-methylpentanal